tert-butyl 4-(2-(((benzyloxy)carbonyloxymethyl)amino)ethyl)piperidine-1-carboxylate C(C1=CC=CC=C1)OC(=O)OCNCCC1CCN(CC1)C(=O)OC(C)(C)C